OCCNC(=O)C=1N=CSC1 N-(2-hydroxyethyl)thiazole-4-carboxamide